C(C1=CC=CC=C1)OC1C(CC(CC1)=O)=O 4-benzyloxy-1,3-cyclohexanedione